6-(2,4-difluorophenyl)-8-methoxy-N-[(1R)-1-(6-methylpyridazin-3-yl)ethyl]quinazolin-4-amine FC1=C(C=CC(=C1)F)C=1C=C2C(=NC=NC2=C(C1)OC)N[C@H](C)C=1N=NC(=CC1)C